(3S,4R)-4-((6-bromo-7-(4-(difluoromethyl)pyridin-2-yl)-5-fluoropyrrolo[2,1-f][1,2,4]triazin-2-yl)amino)tetrahydro-2H-pyran-3-ol BrC=1C(=C2C=NC(=NN2C1C1=NC=CC(=C1)C(F)F)N[C@H]1[C@@H](COCC1)O)F